CC1=C(C(=O)NC2=NC=CC=C2)C=CC=C1 2-methyl-N-(pyridin-2-yl)benzamide